methyl 2-(4-(methoxymethyl)-5-methylpyrimidin-2-yl)-2-methylpropanoate COCC1=NC(=NC=C1C)C(C(=O)OC)(C)C